C(C1=CC=CC=C1)N1CCN(CC1)CCC#CC1=CC=CC(=N1)C=NO 6-(4-(4-Benzylpiperazin-1-yl)but-1-yn-1-yl)pyridinealdoxime